O[C@H]1[C@H](O[C@@]2([C@H](CCO2)C2=NC=CC=3C(=CC=CC23)C(=O)N)[C@@H]([C@H]1N1N=NC(=C1)C1=CC(=C(C(=C1)F)F)F)O)CO ((4r,5s,7r,8r,9s,10r)-8,10-dihydroxy-7-(hydroxymethyl)-9-(4-(3,4,5-trifluorophenyl)-1H-1,2,3-triazol-1-yl)-1,6-dioxaspiro[4.5]dec-4-yl)isoquinoline-5-carboxamide